BrC1=C(C=CC=C1)NCCO 2-((2-bromophenyl)amino)ethan-1-ol